benzyl 9-(2-ethoxy-2-oxoethyl)-1-methyl-10-oxo-1,4,9-triazaspiro[5.6]dodecane-4-carboxylate C(C)OC(CN1CCC2(CN(CCN2C)C(=O)OCC2=CC=CC=C2)CCC1=O)=O